N-[1-[[2-chloro-5-(1-isopropyl-6-oxo-3-pyridyl)phenyl]methyl]-2-[4-(4-methyl-1,2,4-triazol-3-yl)anilino]-2-oxo-ethyl]-2-methyl-pyrazole-3-carboxamide ClC1=C(C=C(C=C1)C1=CN(C(C=C1)=O)C(C)C)CC(C(=O)NC1=CC=C(C=C1)C1=NN=CN1C)NC(=O)C=1N(N=CC1)C